FC1=CC(=C(N[C@@H]2C[C@H](C2)C(=O)OC)C=C1)[N+](=O)[O-] methyl trans-3-(4-fluoro-2-nitro-anilino)cyclobutanecarboxylate